N-[(1S)-1-[[(1S)-2-amino-1-[[(3R)-5,5-dimethyl-2-oxo-pyrrolidin-3-yl]methyl]-2-oxo-ethyl]carbamoyl]-3,3-dimethyl-butyl]-6,7-dichloro-1H-indole-2-carboxamide NC([C@H](C[C@H]1C(NC(C1)(C)C)=O)NC(=O)[C@H](CC(C)(C)C)NC(=O)C=1NC2=C(C(=CC=C2C1)Cl)Cl)=O